(1R,4R)-4-(4-(((R)-1-(4-bromothiophen-2-yl)ethyl)amino)-7-methoxy-2-Methylquinazolin-6-yl)cyclohexane-1-carboxylate BrC=1C=C(SC1)[C@@H](C)NC1=NC(=NC2=CC(=C(C=C12)C1CCC(CC1)C(=O)[O-])OC)C